FC1=CC=C(C=C1)C1=C(C(=NC(=C1)C1=NC=CC=C1OC)OC)C#N 4-(4-Fluorophenyl)-2-methoxy-6-(3-methoxypyridin-2-yl)pyridine-3-carbonitrile